(7S)-6-((1-(tert-butoxy)-1-oxopropan-2-yl)(methyl)amino)-2-chloro-5-nitro-pyrimidine-4-carboxylic acid ethyl ester C(C)OC(=O)C1=NC(=NC(=C1[N+](=O)[O-])N(C)C(C(=O)OC(C)(C)C)C)Cl